2-(benzofuran-3-yl)-1-(S)-chloroethylboronic acid O1C=C(C2=C1C=CC=C2)C[C@@H](Cl)B(O)O